(7-oxo-4,5-dihydro-1H-pyrrolo[2,3-c]pyridin-6-yl)propanamide O=C1N(CCC2=C1NC=C2)C(C(=O)N)C